3-((Difluoromethyl)sulfonyl)-N-((2-(2-(trifluoromethyl)quinolin-8-yl)-1,6-naphthyridin-7-yl)methyl)benzofuran-5-carboxamide FC(S(=O)(=O)C1=COC2=C1C=C(C=C2)C(=O)NCC2=NC=C1C=CC(=NC1=C2)C=2C=CC=C1C=CC(=NC21)C(F)(F)F)F